1-(5Z,8Z,11Z,14Z-eicosatetraenoyl)-2-dodecanoyl-glycero-3-phosphocholine CCCCCCCCCCCC(=O)O[C@H](COC(=O)CCC/C=C\C/C=C\C/C=C\C/C=C\CCCCC)COP(=O)([O-])OCC[N+](C)(C)C